L-3-phenylpropionaldehyde C1(=CC=CC=C1)CCC=O